(1s,2s)-2-fluoro-N-(5-(5-methoxybenzo[d]oxazol-2-yl)-8-((methyl-d3)amino)-2,7-naphthyridin-3-yl)cyclopropane-1-carboxamide F[C@@H]1[C@@H](C1)C(=O)NC=1N=CC2=C(N=CC(=C2C1)C=1OC2=C(N1)C=C(C=C2)OC)NC([2H])([2H])[2H]